C(#N)C=1C=NN2C1C(=CC(=C2)OCC)C=2C=CC(=NC2)N2CCC(CC2)(C(NCC(C)C)=O)CN2C[C@H](N(CC2)C(=O)OC(C)(C)C)C tert-butyl (R)-4-((1-(5-(3-cyano-6-ethoxypyrazolo[1,5-a]pyridin-4-yl) pyridin-2-yl)-4-(isobutylcarbamoyl) piperidin-4-yl) methyl)-2-methylpiperazine-1-carboxylate